N-((S)-(4,4-difluorocyclohexyl)(5-(((S)-2-oxo-4-(trifluoromethyl)imidazolidin-1-yl)methyl)-benzo[d]oxazol-2-yl)methyl)-1-methyl-1H-tetrazole-5-carboxamide FC1(CCC(CC1)[C@H](NC(=O)C1=NN=NN1C)C=1OC2=C(N1)C=C(C=C2)CN2C(N[C@@H](C2)C(F)(F)F)=O)F